β-Methylvalerolacton CC1CC(=O)OCC1